(4-iodophenyl)morpholine IC1=CC=C(C=C1)N1CCOCC1